C(C)(C)(C)OOC1=C(C(=C(C=C1)C(C)C)C(C)C)OOC(C)(C)C bis(t-butyl-peroxy)diisopropylbenzene